4-fluoro-N-(2-(7-(trifluoromethyl)-1H-indol-3-yl)ethyl)-2-((3,4,5-trimethoxyphenyl)amino)benzamide FC1=CC(=C(C(=O)NCCC2=CNC3=C(C=CC=C23)C(F)(F)F)C=C1)NC1=CC(=C(C(=C1)OC)OC)OC